ClC1(N(N(C=C1OC1=C(C=CC=C1)F)C1=CN=NC=C1)C1=CC(=C(C=C1)C)N1C(CNCC1)CNC)C(=O)N 3-chloro-4-(2-fluorophenoxy)-2-{(3S)-4-methyl-3-[(methylamino)methylpiperazin-1-yl]phenyl}-1-(pyridazin-4-yl)-1H-pyrazole-3-carboxamide